2-(4-(Cyclopropylsulfonyl)phenyl)-4,4,5,5-tetramethyl-1,3,2-dioxaborolan C1(CC1)S(=O)(=O)C1=CC=C(C=C1)B1OC(C(O1)(C)C)(C)C